CN1CCC(CC1)NC1=NC(=CN=C1)C1=CNC2=NC=CC=C21 N-(1-Methylpiperidin-4-yl)-6-(1H-pyrrolo[2,3-b]pyridin-3-yl)pyrazin-2-amine